OC1=C(C=CC=C1)C1=CC2=C(N=N1)NC(=C2C)C2C[C@H]1COC[C@@H](C2)N1C(C=C)=O 1-((1R,5S,7r)-7-(3-(2-hydroxyphenyl)-5-methyl-7H-pyrrolo[2,3-c]pyridazin-6-yl)-3-oxa-9-azabicyclo[3.3.1]nonan-9-yl)prop-2-en-1-one